CC1=C(N)C=CC(=C1)OC1(CC1)C 2-methyl-4-(1-methylcyclopropoxy)aniline